2-(3-(4-((5-cyclopropyl-3-(2,6-dichlorophenyl)isoxazol-4-yl)methoxy)piperidin-1-yl)phenyl)acetic acid C1(CC1)C1=C(C(=NO1)C1=C(C=CC=C1Cl)Cl)COC1CCN(CC1)C=1C=C(C=CC1)CC(=O)O